(3-(methylsulfonyl)-bicyclo[1.1.1]pentan-1-yl)(7-(4-(trifluoro-methyl)phenoxy)-3,4-dihydroisoquinolin-2(1H)-yl)methanone CS(=O)(=O)C12CC(C1)(C2)C(=O)N2CC1=CC(=CC=C1CC2)OC2=CC=C(C=C2)C(F)(F)F